Cl.NC1=CC(=C(C=C1Cl)C(CCC1CCN(CC1)CCCC)=O)OC 1-(4-amino-5-chloro-2-methoxyphenyl)-3-[1-(n-butyl)-4-piperidyl]-1-propanone HCl